5-(4-tert-butylphenyl)-N-(3-cyanophenyl)-5-hydroxy-octahydrocyclopenta[c]pyrrole-2-carboxamide C(C)(C)(C)C1=CC=C(C=C1)C1(CC2C(CN(C2)C(=O)NC2=CC(=CC=C2)C#N)C1)O